2-(3-Chloro-1-methyl-1H-pyrazol-4-yl)pyrimidin-4-amine ClC1=NN(C=C1C1=NC=CC(=N1)N)C